C1N(CC12CCCC2)CCCN2C(C(=CC=C2C(F)(F)F)C(=O)O)=O 1-(3-{2-azaspiro[3.4]octan-2-yl}propyl)-2-oxo-6-(trifluoromethyl)-1,2-dihydropyridine-3-carboxylic acid